methyl 2-[3-({[(3S)-1-(6-methylpyridin-3-yl)piperidin-3-yl][(2-methylpyridin-4-yl)methyl]amino}methyl)-4-oxo-1,4-dihydroquinolin-1-yl]acetate CC1=CC=C(C=N1)N1C[C@H](CCC1)N(CC1=CC(=NC=C1)C)CC1=CN(C2=CC=CC=C2C1=O)CC(=O)OC